N-(4-(chlorodifluoromethoxy)phenyl)-6-(4-(1-(2-((2,6-dioxopiperidin-3-yl)amino)benzyl)piperidin-4-yl)piperazin-1-yl)-5-(1H-pyrazol-3-yl)nicotinamide ClC(OC1=CC=C(C=C1)NC(C1=CN=C(C(=C1)C1=NNC=C1)N1CCN(CC1)C1CCN(CC1)CC1=C(C=CC=C1)NC1C(NC(CC1)=O)=O)=O)(F)F